3-(4-((5-aminopentyl)amino)-1-oxoisoindol-2-yl)piperidine-2,6-dione NCCCCCNC1=C2CN(C(C2=CC=C1)=O)C1C(NC(CC1)=O)=O